1-(4-chlorophenyl)-3-methyl-cyclobutanecarbonitrile ClC1=CC=C(C=C1)C1(CC(C1)C)C#N